COC=1C=C2CCN(C2=CC1)C(=O)C=1C=C2CN(C(C2=CC1)=O)C1C(NC(CC1)=O)=O 3-(5-(5-methoxyindoline-1-carbonyl)-1-oxoisoindolin-2-yl)piperidine-2,6-dione